4-amino-5-hydroxynaphthalene-1,3-disulphonic acid NC1=C(C=C(C2=CC=CC(=C12)O)S(=O)(=O)O)S(=O)(=O)O